2-(7-(1-(Tert-Butoxycarbonyl)azetidin-3-yl)-1-(cyclopropylmethyl)-1H-indol-2-yl)-3-methylpyrazolo[1,5-a]pyridine-6-carboxylic acid ethyl ester C(C)OC(=O)C=1C=CC=2N(C1)N=C(C2C)C=2N(C1=C(C=CC=C1C2)C2CN(C2)C(=O)OC(C)(C)C)CC2CC2